Diethyl N-(1-(4-fluorophenyl)-5-methyl-1H-pyrazole-4-carbonyl)-N-methyl-L-valyl-D-glutamate FC1=CC=C(C=C1)N1N=CC(=C1C)C(=O)N([C@@H](C(C)C)C(=O)N[C@H](CCC(=O)OCC)C(=O)OCC)C